tert-butyl 4-[[(5-cyano-2-pyridyl)-methyl-amino]methyl]piperidine-1-carboxylate C(#N)C=1C=CC(=NC1)N(C)CC1CCN(CC1)C(=O)OC(C)(C)C